C=CCCCCCC α-octene